[N+](=O)([O-])C1=CC=C(C=C1)C(C)(C)NC(OCCCl)=O 2-chloroethyl (2-(4-nitrophenyl)propan-2-yl)carbamate